C(C)(C)(C)OC(=O)N[C@H](C(=O)OC)C(C)C methyl (2S)-2-(tert-butoxycarbonylamino)-3-methylbutanoate